3-(3-chloro-5-((phenoxycarbonyl)amino) phenoxy)pyrrolidine-1-carboxylate ClC=1C=C(OC2CN(CC2)C(=O)[O-])C=C(C1)NC(=O)OC1=CC=CC=C1